C1CCCC12CCCC[C@@H]2C2(OC1=CC=CC=C1CC2)C(=O)N [(10S)-spiro[4.5]decan-10-yl]chromane-2-carboxamide